8-bromo-6-(5-chloro-2-fluorophenyl)-2H,3H,4H-pyrido[3,2-b][1,4]Oxazine-4-carboxylic acid tert-butyl ester C(C)(C)(C)OC(=O)N1C2=C(OCC1)C(=CC(=N2)C2=C(C=CC(=C2)Cl)F)Br